FC1=CC=C(C=C1)C1=NN(C=C1C=1C=2N(N=CC1)C=C(N2)CO)C([2H])([2H])[2H] (8-(3-(4-fluorophenyl)-1-(methyl-d3)-1H-pyrazol-4-yl)imidazo[1,2-b]pyridazin-2-yl)methanol